COC1=C(C=CC=C1)C=CC(C=CC1=C(C=CC=C1)O)=O 1-(2-methoxyphenyl)-5-(2-hydroxyphenyl)-1,4-pentadien-3-one